ClC1=CC=C(C=C1)[C@@H](O)C1=NC=CC=C1 (R)-(4-chlorophenyl)-(pyridine-2-yl)-methanol